2-[1-[(4-methylphenyl)methyl]-5-oxopyrrolidin-2-yl]-N-[2-[3-(trifluoromethoxy)phenyl]ethyl]acetamide CC1=CC=C(C=C1)CN1C(CCC1=O)CC(=O)NCCC1=CC(=CC=C1)OC(F)(F)F